ethyl (5-chloro-2-cyanophenoxy)acetate ClC=1C=CC(=C(OCC(=O)OCC)C1)C#N